FC1=C(C=CC=C1)S(=O)(=O)N1CC(CC1)N1C(=NC=2C1=C1C(=NC2)NC=C1)[C@@H](C)O (1R)-1-(1-(1-((2-fluorophenyl)sulfonyl)pyrrolidin-3-yl)-1,6-dihydroimidazo[4,5-d]pyrrolo[2,3-b]pyridin-2-yl)ethan-1-ol